2-(4-((S)-2-cyclohexyl-2-((S)-2-(methylamino)propanamido)acetyl)-piperazine-1-carbonyl)-6-methoxy-1-methyl-1H-indole-3-carboxamide C1(CCCCC1)[C@@H](C(=O)N1CCN(CC1)C(=O)C=1N(C2=CC(=CC=C2C1C(=O)N)OC)C)NC([C@H](C)NC)=O